C1(=CC=CC=2C3=CC=CC=C3CC12)[Zr](C)C fluorenyldimethylzirconium